24-methyl-cholest-5,22-dien-3-ol CC(C(C)C)C=C[C@@H](C)[C@H]1CC[C@H]2[C@@H]3CC=C4CC(CC[C@]4(C)[C@H]3CC[C@]12C)O